BrC1=C(C=C(OCC2CC3(C2)CCN(CC3)C(=O)OC(C)(C)C)C=C1)C(F)(F)F tert-butyl 2-[[4-bromo-3-(trifluoromethyl)phenoxy]methyl]-7-azaspiro[3.5]nonane-7-carboxylate